CC(C=O)CCC α-methylvaleraldehyde